C(C)OC(=O)C1=C(N(C2=CC=C(C(=C12)CN1CCCCC1)O)C1=CC(=CC=C1)F)C (3-fluorophenyl)-5-hydroxy-2-methyl-4-(piperidin-1-ylmethyl)-1H-indole-3-carboxylic acid ethyl ester